(S)-1-(3-(1-methyl-1H-pyrazol-4-yl)phenyl)ethylamine CN1N=CC(=C1)C=1C=C(C=CC1)[C@H](C)N